3-(3-bromo-1H-1,2,4-triazol-5-yl)-3-(3,5-dichlorophenoxy)propan-1-ol BrC1=NNC(=N1)C(CCO)OC1=CC(=CC(=C1)Cl)Cl